S(=O)(=O)(O)[NH+]1C=NCC1 sulfoimidazolinium